ethyl-2-{4-[2,4-bis(trichloromethyl)-s-triazine-6-yl]phenylthio}acetate C(C)OC(CSC1=CC=C(C=C1)C1=NC(=NC(=N1)C(Cl)(Cl)Cl)C(Cl)(Cl)Cl)=O